BrC1=CC=C(C=C1)N1CCC(CC1)(O)CN1CCCC1 1-(4-bromophenyl)-4-(pyrrolidin-1-ylmethyl)piperidin-4-ol